rac-(2S,3R,4R)-1-acetyl-2-ethyl-3-methyl-4-((6-methylpyridin-2-yl)amino)-N-(piperidin-4-yl)-1,2,3,4-tetrahydroquinoline-6-carboxamide C(C)(=O)N1[C@H]([C@@H]([C@H](C2=CC(=CC=C12)C(=O)NC1CCNCC1)NC1=NC(=CC=C1)C)C)CC |r|